7-bromo-8-chloro-[1,2,4]triazolo[1,5-a]pyridin-2-amine BrC1=C(C=2N(C=C1)N=C(N2)N)Cl